O1CC(C1)N1N=C(C=C1)B1OC(C)(C)C(C)(C)O1 1-(3-oxetanyl)pyrazole-3-boronic acid pinacol ester